C(CC)OCCOCCOC=C(C)C1=CC(=CC=C1)C(=C)COCCOCCOCCC 1-(1-(2-(2-propoxyethoxy)ethoxy)prop-1-en-2-yl)-3-(3-(2-(2-propoxyethoxy)ethoxy)prop-1-en-2-yl)benzene